methyl-6-trifluoromethyl-piperidine CN1CCCCC1C(F)(F)F